isobutanen bis-(2-propylheptyl)sulfosuccinate C(CC)C(CC(C(C(=O)O)S(=O)(=O)O)(C(=O)O)CC(CCCCC)CCC)CCCCC.C=C(C)C